oxacyclobutane-3-one O1CC(C1)=O